5-phenoxy-2-phenyl-N-(tetrahydro-2H-pyran-4-yl)-1H-indol-7-amine O(C1=CC=CC=C1)C=1C=C2C=C(NC2=C(C1)NC1CCOCC1)C1=CC=CC=C1